NC1=NC=C(C=N1)C(=O)NC1=NC=2C(=C(C=CC2C=2N1CCN2)OCCCN2CCOCC2)OC 2-amino-N-[2,3-dihydro-7-methoxy-8-[3-(4-morpholinyl)propoxy]-imidazo[1,2-c]quinazolin-5-yl]-5-pyrimidinecarboxamide